9-fluoro-5H-pyrazino[2,3-b]indole FC=1C=2C3=C(NC2C=CC1)N=CC=N3